NC=1C=C(C=CC1)C(C(=O)NC(C)(C)C)N(C(C#C)=O)C1=CC(=C(C=C1)OC)Cl N-(1-(3-Aminophenyl)-2-(tert-butylamino)-2-oxoethyl)-N-(3-chloro-4-methoxyphenyl)propiolamide